O=C1NC(CCC1N1C(C2=CC=C(C=C2C=N1)N1CCN(CC1)CC1[C@@H]2CN(C[C@H]12)C1=CC=C(C(=O)O)C=C1)=O)=O 4-((1R,5S,6S)-6-((4-(2-(2,6-dioxopiperidin-3-yl)-1-oxo-1,2-dihydrophthalazin-6-yl)piperazin-1-yl)methyl)-3-azabicyclo[3.1.0]hexan-3-yl)benzoic acid